undecyl 3-hydroxybenzoate OC=1C=C(C(=O)OCCCCCCCCCCC)C=CC1